tert-Butyl 4-(1-methyl-4-((4-(7-methyl-[1,2,4]triazolo[1,5-a]pyridin-6-yl)piperidin-1-yl)sulfonyl)-1H-pyrazol-5-yl)piperidine-1-carboxylate CN1N=CC(=C1C1CCN(CC1)C(=O)OC(C)(C)C)S(=O)(=O)N1CCC(CC1)C=1C(=CC=2N(C1)N=CN2)C